10-(4-methoxybenzyl)-2,4-dioxo-2,3,4,10-tetrahydrobenzo[g]Pteridine COC1=CC=C(CN2C3=C(N=C4C(NC(N=C24)=O)=O)C=CC=C3)C=C1